4-((4-(5-methoxy-2-(1-methyl-1H-pyrazol-4-yl)-4-nitrophenyl)piperazin-1-yl)methaneyl)piperidine-1-carboxylate COC=1C(=CC(=C(C1)N1CCN(CC1)CC1CCN(CC1)C(=O)[O-])C=1C=NN(C1)C)[N+](=O)[O-]